(S)-6-(benzyloxy)-N,N-dimethyl-4-((4-methylphenyl)sulfonylamino)hexanamide C(C1=CC=CC=C1)OCC[C@H](CCC(=O)N(C)C)NS(=O)(=O)C1=CC=C(C=C1)C